COC(=O)C1=CC=C2C(=N1)CCC2 methyl-5H,6H-cyclopenta[b]pyridine-2-carboxylate